C(=C)C1NCCC1C=C 2,3-divinyl-pyrrolidine